ClC=1C=C(C=C2C(=C(C=NC12)C#N)NCC(CO)(C)C)N[C@H](C=1N=NN(C1)C1(CC1)C(F)(F)F)C=1C(=NC(=CC1)F)C (S)-8-chloro-6-(((6-fluoro-2-methylpyridin-3-yl)(1-(1-(trifluoromethyl)cyclopropyl)-1H-1,2,3-triazol-4-yl)methyl)amino)-4-((3-hydroxy-2,2-dimethylpropyl)amino)quinoline-3-carbonitrile